N[C@@H](CC(=O)OCC)C=1C=C(C=C(C1F)C(F)(F)F)C1=C(C=CC=C1C)C ethyl (S)-3-amino-3-(4-fluoro-2',6'-dimethyl-5-(trifluoromethyl)-[1,1'-biphenyl]-3-yl)propanoate